((S)-4-(3-fluoro-2-hydroxyphenyl)-1,5,6,8,12-pentazatricyclo-[8.4.0.02,7]tetradeca-2(7),3,5-trien-12-yl)-[4-(hydroxymethyl)cyclohexyl]methanone FC=1C(=C(C=CC1)C1=CC=2N3CCN(C[C@@H]3CNC2N=N1)C(=O)C1CCC(CC1)CO)O